6-{3-[(4S)-2-(4-fluoro-3,5-dimethylphenyl)-4-methyl-4,5,6,7-tetrahydropyrazolo[4,3-c]pyridin-3-yl]-2-oxoimidazol-1-yl}-2-methyl-2λ6-benzo[c][1,2]thiazin-2-one HCl salt Cl.FC1=C(C=C(C=C1C)N1N=C2C([C@@H](NCC2)C)=C1N1C(N(C=C1)C1=CC2=C(N=S(C=C2)(=O)C)C=C1)=O)C